FC(COC=1C(=NC(=NC1OC)NS(=O)(=O)C1=CNC2=C(C(=CC=C12)C(F)F)C1=NC=CC=N1)OC)F N-[5-(2,2-difluoroethoxy)-4,6-dimethoxy-pyrimidin-2-yl]-6-(difluoromethyl)-7-(2-pyrimidinyl)-1H-indole-3-sulfonamide